CC(C)(C)[S@@](=O)/N=C/C[C@@H]1[C@H](C1)C1=CC=CC=C1 |&1:4| rac-(R)-2-methyl-N-((E)-2-((1R,2S)-2-phenylcyclopropyl)ethylidene)propane-2-sulfinamide